3-(oxetan-3-ylsulfanyl)aniline O1CC(C1)SC=1C=C(N)C=CC1